FC(OC=1C=C(C=CC1[C@H]1N([C@@H](CC2=C1NC1=CC=CC=C21)C)CC(C)(C)F)N[C@@H]2CN(CC2)CCCF)F (S)-N-(3-(difluoromethoxy)-4-((1r,3r)-2-(2-fluoro-2-methylpropyl)-3-methyl-2,3,4,9-tetrahydro-1H-pyrido[3,4-b]indol-1-yl)phenyl)-1-(3-fluoropropyl)pyrrolidin-3-amine